O1COC2=C1C=CC(=C2)/C=C/C(=O)N(CCC=2SC=CC2)CC (E)-3-(1,3-benzodioxol-5-yl)-N-ethyl-N-[2-(2-thienyl)ethyl]prop-2-enamid